C(=C)C1=C2C=CNC2=CC=C1OC=1C=C(C#N)C=CC1 3-((4-vinyl-1H-indol-5-yl)oxy)benzonitrile